FC1=CC2=C(C=C(O2)C(C)=O)C(=C1)O 1-(6-fluoro-4-hydroxybenzofuran-2-yl)ethanone